tert-butyl 8-(5-((5-((5-chloropyridin-2-yl)methoxy)-1,3,4-thiadiazol-2-yl)carbamoyl)-2-methylpyridin-4-yl)-2,3-dihydro-4H-benzo[b][1,4]oxazine-4-carboxylate ClC=1C=CC(=NC1)COC1=NN=C(S1)NC(=O)C=1C(=CC(=NC1)C)C1=CC=CC2=C1OCCN2C(=O)OC(C)(C)C